1,1-dimethyloxy-N,N-dimethyl-methylamine COC(OC)N(C)C